BrC=1C(=NC=C(C(=O)OCC)C1)CO ethyl 5-bromo-6-(hydroxymethyl)nicotinate